C(CCCCCCC)C(C(=O)OC)C(=O)[O-] Methyl octylpropanedioate